N-{4-methoxy-2-methyl-[1,3]oxazolo[4,5-c]pyridin-6-yl}-2-methyl-4-(piperazin-1-yl)indazole-7-carboxamide COC1=NC(=CC2=C1N=C(O2)C)NC(=O)C2=CC=C(C1=CN(N=C21)C)N2CCNCC2